(S)-2-amino-3-(4-fluorophenyl)propionamide N[C@H](C(=O)N)CC1=CC=C(C=C1)F